1-(4-{[4-(4-fluorobenzoyl)phenyl]sulfanyl}phenyl)-2-methyl-2-[(1,1,2,2,2-pentamethyldisilan-1-yl)oxy]propan-1-one FC1=CC=C(C(=O)C2=CC=C(C=C2)SC2=CC=C(C=C2)C(C(C)(O[Si]([Si](C)(C)C)(C)C)C)=O)C=C1